(R)-N-(4-([1,2,4]triazolo[1,5-a]pyridin-7-yloxy)-3-methylphenyl)-6,6a,7,8,9,10-hexahydropyrido[1',2':4,5][1,4]oxazino[2,3-f]quinazolin-4-amine N=1C=NN2C1C=C(C=C2)OC2=C(C=C(C=C2)NC2=NC=NC1=CC=C3C(=C21)OC[C@@H]2N3CCCC2)C